C1=CC=CC=2C3=CC=CC=C3C(C12)COC(=O)N[C@H](C(=O)ON1C(CCC1=O)=O)C 2,5-dioxopyrrolidin-1-yl (2S)-2-[[(9H-fluoren-9-ylmethoxy)carbonyl]amino]propanoate